2-[(5-BROMO-2-FORMYLPHENYL)(PROPAN-2-YL)AMINO]ACETAMIDE BrC=1C=CC(=C(C1)N(CC(=O)N)C(C)C)C=O